[8-14C]guanine N1C(N)=NC=2N=[14CH]NC2C1=O